NC1=NNC=C1C(=O)OC(C)(C)C 3-amino-4-tert-butyloxycarbonylpyrazole